1H-pyrazol-3-ol N1N=C(C=C1)O